ClC=1N=CC2=C(N1)NC(C=C2)=O 2-chloro-8H-pyrido[2,3-d]pyrimidin-7-one